N1N=CC(=C1)C1=CC=C(C=C1)C=1C(=NC(=NC1)N1C=CC2=CC(=CC=C12)OC)N (4-(1H-pyrazol-4-yl)phenyl)-2-(5-methoxyindol-1-yl)pyrimidin-4-amine